N-(4-Methoxy-1H-imidazo[4,5-c]pyridin-2-yl)-5-(3,4-dimethoxyphenyl)-1,3,4-oxadiazol-2-amine COC1=NC=CC2=C1N=C(N2)NC=2OC(=NN2)C2=CC(=C(C=C2)OC)OC